CC=1C=C(N)C=CC1.[Cl] chlorine 3-methylaniline